2-fluoro-8-methyl-8-(1-methyl-1H-pyrazol-5-yl)-7,8-dihydro-6H-cyclopenta[e]pyrazolo[1,5-a]pyrimidine-6-carbonitrile FC1=NN2C(N=CC3=C2C(CC3C#N)(C3=CC=NN3C)C)=C1